CN1N=C(C=C1S(=O)(=O)N1CC2(C1)CC(C2)=O)C(F)(F)F 2-((1-Methyl-3-(trifluoromethyl)-1H-pyrazol-5-yl)sulfonyl)-2-azaspiro[3.3]heptan-6-one